(S)-1-(5-chloro-2,3-dihydro-1H-inden-1-yl)-1-methyl-3-(3-pentafluorosulfanylphenyl)urea ClC=1C=C2CC[C@@H](C2=CC1)N(C(=O)NC1=CC(=CC=C1)S(F)(F)(F)(F)F)C